O1CCC(=CC1)B(O)O (3,6-dihydro-2H-pyran-4-yl)boronic acid